C1(CC1)C1=CC=C(C2=CC=CC=C12)CN=C=S 1-cyclopropyl-4-(isothiocyanatomethyl)naphthalene